9-(4-methylpiperazin-1-yl)-8-(trifluoromethyl)pyrido[2,3-b]phenazine-5,12-dione CN1CCN(CC1)C1=C(C=C2N=C3C(C4=C(C(C3=NC2=C1)=O)N=CC=C4)=O)C(F)(F)F